C1NCC12CC(C2)C2=CC=CC1=C2OCCN1C1C(NC(CC1)=O)=O 3-(8-(2-azaspiro[3.3]heptan-6-yl)-2,3-dihydro-4H-benzo[b][1,4]oxazin-4-yl)piperidine-2,6-dione